(4-(3-oxo-3-((tetrahydro-2H-pyran-2-yloxy)amino)prop-1-en-1-yl)benzyl)carbamate O=C(C=CC1=CC=C(CNC([O-])=O)C=C1)NOC1OCCCC1